The molecule is a single-stranded DNA oligonucleotide comprised of four deoxyadenosine, two thymidine residues and one deoxycytidine residue connected by 3'->5' phosphodiester linkages in the sequence AATTCAA. CC1=CN(C(=O)NC1=O)[C@H]2C[C@@H]([C@H](O2)COP(=O)(O)O[C@H]3C[C@@H](O[C@@H]3COP(=O)(O)O[C@H]4C[C@@H](O[C@@H]4COP(=O)(O)O[C@H]5C[C@@H](O[C@@H]5CO)N6C=NC7=C(N=CN=C76)N)N8C=NC9=C(N=CN=C98)N)N1C=C(C(=O)NC1=O)C)OP(=O)(O)OC[C@@H]1[C@H](C[C@@H](O1)N1C=CC(=CC1=O)N)OP(=O)(O)OC[C@@H]1[C@H](C[C@@H](O1)N1C=NC2=C(N=CN=C21)N)OP(=O)(O)OC[C@@H]1[C@H](C[C@@H](O1)N1C=NC2=C(N=CN=C21)N)O